C(=O)[O-].ClC1=C(C(=O)NC2CC(C2)NC(C[N+](C)(C)C)=O)C=CC(=C1)NC(=O)C=1N(C(=CN1)C1=C(C(=C(C=C1)OCC#N)F)F)C [2-[[3-[[2-chloro-4-[[5-[4-(cyanomethoxy)-2,3-difluoro-phenyl]-1-methyl-imidazole-2-carbonyl]amino]benzoyl]amino]cyclobutyl]amino]-2-oxo-ethyl]-trimethyl-ammonium formate